N1(N=NN=C1)C[C@H](C)OC=1C=C(C=CC1Cl)C=1C=NC(=NC1)NC=1C(=NN(C1)C1CCC(CC1)N1CCOCC1)OCCCOC 5-(3-(((S)-1-(1H-tetrazol-1-yl)propan-2-yl)oxy)-4-chlorophenyl)-N-(3-(3-methoxypropoxy)-1-((1r,4r)-4-morpholinylcyclohexyl)-1H-pyrazol-4-yl)pyrimidin-2-amine